C(CCC)C1=C(C=CC(=C1)CCCC)O 2,4-di-butylphenol